C1=CC(=O)[C@@H]([C@H]1/C=C/[C@H](CCCCCO)O)CCCCCCC(=O)[O-] The molecule is a prostaglandin carboxylic acid anion that is the conjugate base of 20-hydroxyprostaglandin A1, obtained by deprotonation of the carboxy group; major species at pH 7.3. It derives from a prostaglandin A1(1-). It is a conjugate base of a 20-hydroxyprostaglandin A1.